CC=1C(=NC=C(C1)C)N[C@@H]1CN(C[C@H]1O)C(=O)OC(C)(C)C tert-butyl (3R,4R)-3-(3,5-dimethylpyridin-2-ylamino)-4-hydroxypyrrolidine-1-carboxylate